ClC1=C(CN2CC3=C(CC2)C(=C(S3)NC(=O)NCCCCN3CCCC3)C(=O)N)C=C(C=C1)Cl 6-(2,5-dichlorobenzyl)-2-{3-[4-(pyrrolidin-1-yl)butyl]ureido}-4,5,6,7-tetrahydrothieno[2,3-c]pyridine-3-carboxamide